N-(4-((2-amino-3-((2,2-dimethylmorpholino)methyl)pyridin-4-yl)oxy)-3-fluorophenyl)-1-(3-fluoropyridine-2-yl)-5-(trifluoromethyl)-1H-pyrazole-4-carboxamide NC1=NC=CC(=C1CN1CC(OCC1)(C)C)OC1=C(C=C(C=C1)NC(=O)C=1C=NN(C1C(F)(F)F)C1=NC=CC=C1F)F